1,1-dichloro-8,11-dioxadispiro[3.2.47.24]tridecan-2-one ClC1(C(CC12CCC1(OCCO1)CC2)=O)Cl